trans-4-(4-(4-chlorophenyl)-1H-imidazol-1-yl)cyclohexanamine 2,2,2-trifluoroacetate FC(C(=O)O)(F)F.ClC1=CC=C(C=C1)C=1N=CN(C1)[C@@H]1CC[C@H](CC1)N